4-bromo-8-{4-(trifluoromethyl)phenoxy}quinoline BrC1=CC=NC2=C(C=CC=C12)OC1=CC=C(C=C1)C(F)(F)F